2-(2-chlorophenyl)-N-(4-(((5-fluoropyridin-2-yl)oxy)methyl)-3-sulfamoylphenyl)acetamide ethyl-2-oxo-2-[(2R,5S)-5-methyl-2-[2-(1-methyl-4-piperidyl)indazol-5-yl]-1-piperidyl]acetate C(C)OC(C(N1[C@H](CC[C@@H](C1)C)C1=CC2=CN(N=C2C=C1)C1CCN(CC1)C)=O)=O.ClC1=C(C=CC=C1)CC(=O)NC1=CC(=C(C=C1)COC1=NC=C(C=C1)F)S(N)(=O)=O